COC(=O)C=1N=CC2=C(C(=CC=C2C1O)F)Br 8-bromo-7-fluoro-4-hydroxyisoquinoline-3-carboxylic acid methyl ester